BrC1=CC(=C(C2=C1CCO2)C(=O)NC2=CC(=C(C=C2)OC)N2CCC(CC2)(F)F)N2CCC1(CC1)CC2 4-bromo-N-(3-(4,4-difluoropiperidin-1-yl)-4-methoxyphenyl)-6-(6-azaspiro[2.5]oct-6-yl)-2,3-dihydrobenzofuran-7-carboxamide